C(C)(C)(C)OOCC(CCC(C)OOC(C1=CC=CC=C1)=O)OOC(C1=CC=CC=C1)=O t-butylperoxy-2,5-di(benzoylperoxy)hexane